FC(C1=NN=C(O1)C1=CC=C(C=C1)CN1C=NC(=C1)C1=CC2=C(N(C(=N2)N)C)C=C1)F 5-[1-[[4-[5-(difluoromethyl)-1,3,4-oxadiazol-2-yl]phenyl]methyl]imidazol-4-yl]-1-methylbenzimidazole-2-amine